NCC(CC(=O)O)O 4-amino-3-hydroxybutyric acid